2-((4-(methylsulfonyl)phenyl)amino)-N-(4-phenylpyridin-3-yl)pyrimidine-4-carboxamide CS(=O)(=O)C1=CC=C(C=C1)NC1=NC=CC(=N1)C(=O)NC=1C=NC=CC1C1=CC=CC=C1